C(C(C)C)OC=1C(=NN(C(C1)=O)CC(=O)NC12CC(C1)(C2)C(=O)NCC#C)C(C)C 3-(2-(4-isobutoxy-3-isopropyl-6-oxopyridazin-1(6H)-yl)acetamido)-N-(prop-2-yn-1-yl)bicyclo[1.1.1]pentane-1-carboxamide